ClC=1C(=NC(=NC1)NC1=NC(=NC=C1)C)C1=CC=C2CN(C(C2=C1)=O)[C@@H](C(=O)N[C@H](C)C1=NC(=CC=C1)N1CCN(CC1)C)C (2R)-2-(6-{5-chloro-2-[(2-methylpyrimidin-4-yl)amino]pyrimidin-4-yl}-1-oxo-2,3-dihydro-1H-isoindol-2-yl)-N-[(1R)-1-[6-(4-methylpiperazin-1-yl)pyridin-2-yl]ethyl]propanamide